3-{4-[(3S)-3-aminopyrrolidin-1-yl]-5-[7-(hydroxymethyl)-1H-1,3-benzodiazol-2-yl]pyridin-3-yl}benzonitrile N[C@@H]1CN(CC1)C1=C(C=NC=C1C1=NC2=C(N1)C(=CC=C2)CO)C=2C=C(C#N)C=CC2